N'-((2S,3S)-2-(benzyloxy)pentan-3-yl)formohydrazide C(C1=CC=CC=C1)O[C@@H](C)[C@H](CC)NNC=O